tris(2,4-pentanedione) lanthanum [La].CC(CC(C)=O)=O.CC(CC(C)=O)=O.CC(CC(C)=O)=O